CS(=O)(=O)C1=C(C=CC=C1)CNC(=O)C=1C=C(C=NC1OC)C1=CC=C2C(=NNC2=C1)C(=O)NC 6-(5-{[(2-methanesulfonyl-phenyl)methyl]carbamoyl}-6-methoxypyridin-3-yl)-N-methyl-1H-indazole-3-carboxamide